ClC(COP(OCC(C)Cl)(OCC(C)Cl)=O)C Phosphoric acid tris(2-chloropropyl) ester